CC=1C(=NC=CC1)C=1C=NC(=CC1)C1=NNC2=NC=C(C=C21)C=2C=CC1=C(CC[C@H](CC1)N1C3COCC1C3)C2 3-methyl-6'-{5-[(7S)-7-{3-oxa-6-azabicyclo[3.1.1]heptan-6-yl}-6,7,8,9-tetrahydro-5H-benzo[7]annulen-2-yl]-1H-pyrazolo[3,4-b]pyridin-3-yl}-2,3'-bipyridine